FC(C=1C(=NC=CC1)OCC(C)(N)C)F 1-((3-(difluoromethyl)pyridin-2-yl)oxy)-2-methylpropan-2-amine